CC=1C=C(C=CC1OC1=CC2=C(N(C=N2)C)C=C1)NC1=NC=NC=C1C=1OC=C(N1)C(C)O (2-(4-((3-methyl-4-((1-methyl-1H-benzimidazol-5-yl)oxy)phenyl)amino)pyrimidin-5-yl)oxazol-4-yl)ethanol